tert-butyl 3-(6-cyano-1H-indol-3-yl)acrylate C(#N)C1=CC=C2C(=CNC2=C1)C=CC(=O)OC(C)(C)C